3-chloro-N-(2-fluoro-2-methyl-propyl)-7-(1H-indol-2-ylmethylamino)-8,9-dihydro-7H-cyclopenta[h]isoquinoline-5-sulfonamide ClC=1N=CC=2C3=C(C=C(C2C1)S(=O)(=O)NCC(C)(C)F)C(CC3)NCC=3NC1=CC=CC=C1C3